1-amino-2,4-dimethyl-1H-imidazole-5-carboxylic acid ethyl ester C(C)OC(=O)C1=C(N=C(N1N)C)C